C(C)C1=CC2=C(C(C=3NC4=CC(=CC=C4C3C2=O)C#C[Si](C)(C)C)(C)C)C=C1N1CCN(CC1)C(=O)O 4-(9-ethyl-6,6-dimethyl-11-oxo-3-((trimethyl-silyl)ethynyl)-6,11-dihydro-5H-benzo[b]carbazol-8-yl)piperazine-1-carboxylic acid